N12C3=NC=CC=C3C(NS(C=3C=CN(CCCCC(CC1)C2)N3)(=O)=O)=O 10λ6-thia-1,3,9,14,23-pentaazatetracyclo[17.2.1.111,14.02,7]tricosa-2,4,6,11(23),12-pentaene-8,10,10-trione